ethyl trans-5-isopropyl-7-(4-nitrobenzoyl)oxy-6,7-dihydro-5H-pyrrolo[1,2-b][1,2,4]triazole-2-carboxylate C(C)(C)[C@@H]1C[C@H](C=2N1N=C(N2)C(=O)OCC)OC(C2=CC=C(C=C2)[N+](=O)[O-])=O